C(#N)C1=C(C=C(C=C1)N1CC(CC1)NC(OC(C)(C)C)=O)C(F)(F)F tert-butyl (1-(4-cyano-3-(trifluoromethyl)phenyl)pyrrolidin-3-yl)carbamate